BrC1=NC=C(C(=C1)OC=1C(=NC(=NC1)N)NC)C(C)C 5-((2-bromo-5-isopropylpyridin-4-yl)oxy)-N4-methylpyrimidine-2,4-diamine